BrC(C(=O)NC1=NC=C(C=C1F)OC1=CC=C(C=C1)F)C 2-bromo-N-(3-fluoro-5-(4-fluorophenoxy)pyridin-2-yl)propanamide